2-(3-(5-((1R)-(1,3-dimethylazetidin-3-yl)(hydroxy)(4-(propan-2-yl-1,1-d2)phenyl)methyl)pyridin-3-yl)-1,2,4-oxadiazol-5-yl)propan-2-ol CN1CC(C1)(C)[C@@](C=1C=C(C=NC1)C1=NOC(=N1)C(C)(C)O)(C1=CC=C(C=C1)C(C([2H])[2H])C)O